2-chloro-5-methoxy-N-methyl-N-(4-(1-methyl-4-(trifluoromethyl)-1H-imidazol-2-yl)benzyl)pyrimidin-4-amine ClC1=NC=C(C(=N1)N(CC1=CC=C(C=C1)C=1N(C=C(N1)C(F)(F)F)C)C)OC